tri-(2,6-dimethylphenyl) phosphite P(OC1=C(C=CC=C1C)C)(OC1=C(C=CC=C1C)C)OC1=C(C=CC=C1C)C